(R)-2-(3-hydroxy-4-(4-hydroxypiperidin-1-yl)-3-methyl-4-oxobutyl)-3,5,6-trimethylcyclohexa-2,5-diene-1,4-dione O[C@](CCC=1C(C(=C(C(C1C)=O)C)C)=O)(C(=O)N1CCC(CC1)O)C